Racemic-6-chloro-N-(1-(6,7-difluoro-1-oxo-1,2-dihydroisoquinolin-4-yl)ethyl)-N-methylindolizine-2-carboxamide ClC1=CN2C=C(C=C2C=C1)C(=O)N(C)[C@H](C)C1=CNC(C2=CC(=C(C=C12)F)F)=O |r|